6,7-dimethoxy-N-(4-phenoxyphenyl)quinazolin-4-amine COC=1C=C2C(=NC=NC2=CC1OC)NC1=CC=C(C=C1)OC1=CC=CC=C1